BrC1=C2C=C(N=CC2=C(C=C1)OCC(=O)O)Cl 2-[(5-bromo-3-chloro-8-isoquinolinyl)oxy]Acetic acid